hydroxy-[1,2,4]triazolo[1,5-a]pyridine OC1=NN2C(C=CC=C2)=N1